4-(5-tert-butyl-1,2,4-oxadiazol-3-yl)benzoic acid C(C)(C)(C)C1=NC(=NO1)C1=CC=C(C(=O)O)C=C1